NC1CN(C1)C1=NC(=NC=C1)CC(=O)NC1=CC=C(C=C1)C1=CC2=C(N=CN=C2N2CCOCC2)N1 2-(4-(3-aminoazetidin-1-yl)pyrimidin-2-yl)-N-(4-(4-morpholino-7H-pyrrolo[2,3-d]pyrimidin-6-yl)phenyl)acetamide